C[C@@H]1CN(C[C@H](N1C1=NC=C(C=N1)C(F)(F)F)C)C(=O)O[C@H](CC1=CNC(C(=C1)C(F)(F)F)=O)C (S)-1-(6-oxo-5-(trifluoromethyl)-1,6-dihydropyridin-3-yl)propan-2-yl (3R,5R)-3,5-dimethyl-4-(5-(trifluoromethyl)pyrimidin-2-yl)piperazine-1-carboxylate